FC1=C(C=CC(=C1)C(F)(F)F)C1(CC1)C#N 1-[2-Fluoro-4-(trifluoromethyl)phenyl]cyclopropanecarbonitrile